NC1=CC=C(C=C1)C1CCC2(CCN(CC2)C(=O)OC(C)(C)C)CC1 tert-butyl 9-(4-aminophenyl)-3-azaspiro[5.5]undecane-3-carboxylate